FC1=CC=C(CNC(=O)N2C=CC3=CC=CC=C23)C=C1 N-(4-Fluorobenzyl)-1H-indole-1-carboxamide